methyl 2-oxo-7-vinyl-1H-quinoline-3-carboxylate O=C1NC2=CC(=CC=C2C=C1C(=O)OC)C=C